ClC1=C(N=C(S1)C1=CC=CC=C1)CN1C2=C(OCC1=O)C=CC(=C2)C(=O)NO 4-((5-chloro-2-phenylthiazol-4-yl)methyl)-N-hydroxy-3-oxo-3,4-dihydro-2H-benzo[b][1,4]oxazine-6-carboxamide